OC1=C(C#N)C=CC=C1O 2,3-dihydroxybenzonitrile